FC1=CC(=CC2=CN(N=C12)C)NC(=O)C=1C=CC(=C2C=NC(=NC12)OC)N1C[C@@H](CC1)NC (R)-N-(7-fluoro-2-methyl-2H-indazol-5-yl)-2-methoxy-5-(3-(methylamino)pyrrolidin-1-yl)quinazoline-8-carboxamide